1-(3-chloro-3'-(2-chloropyridin-4-yl)-5'-fluoro-2'-methoxy-[1,1'-biphenyl]-4-yl)-3-methyl-1H-imidazol-2(3H)-one ClC=1C=C(C=CC1N1C(N(C=C1)C)=O)C1=C(C(=CC(=C1)F)C1=CC(=NC=C1)Cl)OC